2-chloro-N1-(4-methoxyphenyl)-5-methylbenzene-1,3-diamine ClC1=C(C=C(C=C1N)C)NC1=CC=C(C=C1)OC